CN(C=1C=CC(=C(C1)N1/C(/SCC1=O)=N/C(=O)NC1=C(C=C(C=C1)C1=NN(C=N1)C1=CC=C(C=C1)OC(F)(F)F)F)OCCC(F)(F)F)C (Z)-1-(3-(5-(dimethylamino)-2-(3,3,3-trifluoropropoxy)phenyl)-4-oxothiazolidin-2-ylidene)-3-(2-fluoro-4-(1-(4-(trifluoromethoxy)phenyl)-1H-1,2,4-triazol-3-yl)phenyl)urea